(S)-2-((tert-Butoxycarbonyl)amino)-3-(2-cyano-4-fluorophenyl)propanoic acid C(C)(C)(C)OC(=O)N[C@H](C(=O)O)CC1=C(C=C(C=C1)F)C#N